4-((2-(pyrrolidin-1-yl)ethyl)carbamoyl)phenethylcarbamic acid tert-butyl ester C(C)(C)(C)OC(NCCC1=CC=C(C=C1)C(NCCN1CCCC1)=O)=O